1-(methylsulfonyl)-N-(2-oxo-2-((4-(3-(4,4,5,5-tetramethyl-1,3,2-dioxaborolan-2-yl)phenyl)thiazol-2-yl)amino)ethyl)-1H-pyrrole-3-carboxamide CS(=O)(=O)N1C=C(C=C1)C(=O)NCC(NC=1SC=C(N1)C1=CC(=CC=C1)B1OC(C(O1)(C)C)(C)C)=O